NCC(CNC(=O)C(CCCN(C1=CC=C(C=C1)N=NC1=CC=C(C=C1)S(=O)(=O)O)C)C=O)C1=CC=C(C=C1)O 4-[4-({4-[3-amino-2-(4-hydroxy-phenyl)propylcarbamoyl]-5-oxo-pentyl}-methyl-amino)-phenylazo]-benzenesulfonic acid